Glyceryl monostearate (2-glyceryl stearate) C(C(O)CO)C(C(=O)O)CCCCCCCCCCCCCCCC.C(CCCCCCCCCCCCCCCCC)(=O)OCC(O)CO